3-((4-fluorobenzyl)amino)-4-(methyl(4-(5-(trifluoromethyl)-1,2,4-oxadiazol-3-yl)benzyl)amino)cyclobut-3-ene-1,2-dione FC1=CC=C(CNC=2C(C(C2N(CC2=CC=C(C=C2)C2=NOC(=N2)C(F)(F)F)C)=O)=O)C=C1